8-fluoro-2'-(((2R,7aS)-2-fluorotetrahydro-1H-pyrrolizin-7a(5H)-yl)methoxy)-4'-(1,4-oxazepan-4-yl)-3,4,5',8'-tetrahydro-2H-spiro[naphthalene-1,7'-pyrano[4,3-d]pyrimidin]-7-amine FC=1C(=CC=C2CCCC3(CC=4N=C(N=C(C4CO3)N3CCOCCC3)OC[C@]34CCCN4C[C@@H](C3)F)C12)N